N-{2-[2-(2-aminoethoxy)ethoxy]ethyl}-6-(2,5-dioxo-2,5-dihydro-1H-pyrrol-1-yl)hexanamide NCCOCCOCCNC(CCCCCN1C(C=CC1=O)=O)=O